methyl 1-benzyl-5-bromo-2-oxo-1,2-dihydropyridine-3-carboxylate C(C1=CC=CC=C1)N1C(C(=CC(=C1)Br)C(=O)OC)=O